ethyl 3-amino-7-methyl-8-oxo-7,8-dihydro-6H-pyrrolo[3,4-g]quinoline-2-carboxylate NC=1C(=NC2=CC3=C(C=C2C1)CN(C3=O)C)C(=O)OCC